N-caproyl-glutamine C(CCCCC)(=O)N[C@@H](CCC(N)=O)C(=O)O